The molecule is a sialotriaosylceramide consisting of beta-D-GalNAc-(1->4)-[alpha-Neu5Ac-(2->3)]-beta-D-Gal-(1->4)-beta-D-Glc attached to the primary hydroxy function of ceramide(d18:1/23:0). It has a role as a mouse metabolite. It derives from a tricosanoic acid. CCCCCCCCCCCCCCCCCCCCCCC(=O)N[C@@H](CO[C@H]1[C@@H]([C@H]([C@@H]([C@H](O1)CO)O[C@H]2[C@@H]([C@H]([C@H]([C@H](O2)CO)O)O[C@@]3(C[C@@H]([C@H]([C@@H](O3)[C@@H]([C@@H](CO)O)O)NC(=O)C)O)C(=O)O)O)O)O)[C@@H](/C=C/CCCCCCCCCCCCC)O